N-(2-formyl-4-methoxyphenyl)p-toluenesulfonamide methyl-(2-((tert-butoxycarbonyl)amino)-2-methylpropyl)(1-(4-fluoro-3-(trifluoromethoxy)phenyl)cyclopropyl)carbamate COC(N(C1(CC1)C1=CC(=C(C=C1)F)OC(F)(F)F)CC(C)(C)NC(=O)OC(C)(C)C)=O.C(=O)C1=C(C=CC(=C1)OC)NS(=O)(=O)C1=CC=C(C)C=C1